C(C1=CC=CC=C1)OC(CCCCCCCCCCCCCCC(C(NCCOCCOCCOCCOCCOCCOCCOCCOCCOCCOCCOCCOCCC(=O)ON1C(CCC1=O)=O)=O)(CCCCCCCCCCCCCCC(=O)OCC1=CC=CC=C1)C(=O)OCC1=CC=CC=C1)=O 41,55-dibenzyl 1-(2,5-dioxopyrrolidin-1-yl) 41-(15-(benzyloxy)-15-oxopentadecyl)-40-oxo-3,6,9,12,15,18,21,24,27,30,33,36-dodecaoxa-39-azapentapentacontane-1,41,55-tricarboxylate